4-(4-bromophenyl)morphine Ethyl-2,4-dichloro-5-iodo-6-methyl-pyridine-3-carboxylate C(C)N1C(C(=C(C(=C1C)I)Cl)C(=O)O)Cl.BrC1=CC=C(C=C1)C12C(C=CC=3C[C@@H]4[C@@H]5C=C[C@@H]([C@@H]([C@@]5(C13)CCN4C)O2)O)O